8-((2,6-Difluorophenyl)ethynyl)quinoline FC1=C(C(=CC=C1)F)C#CC=1C=CC=C2C=CC=NC12